N=1C=2N(C=CC1N1CCC(CC1)CN1C3CN(C(C1)CC3)C=3C=C1C(N(C(C1=CC3)=O)N3C(NC(CC3)=O)=O)=O)C3=C(N2)C=CC=C3 5-(5-((1-(benzo[4,5]imidazo[1,2-a]pyrimidin-2-yl)piperidin-4-yl)methyl)-2,5-diazabicyclo[2.2.2]octan-2-yl)-2-(2,4-dioxotetrahydropyrimidin-1(2H)-yl)isoindoline-1,3-dione